C1(CC1)CC[C@]1(CN(CC1)CC=1C=NC=CC1)COCC (S)-3-((3-(2-cyclopropylethyl)-3-(ethoxy-methyl)pyrrolidin-1-yl)methyl)pyridine